3-(4-piperidyl)-N-(2,2,2-trifluoroethyl)isoxazol-5-amine N1CCC(CC1)C1=NOC(=C1)NCC(F)(F)F